2-(2-Cyclobutyl-7-isopropyl-4-oxo-2,4-dihydro-5H-pyrazolo[3,4-d]pyridazin-5-yl)-N-(pyrimidin-2-yl)acetamide C1(CCC1)N1N=C2C(=NN(C(C2=C1)=O)CC(=O)NC1=NC=CC=N1)C(C)C